N-((3R,4S)-4-((6-(2,6-dichloro-3,5-dimethoxyphenyl)-8-(3-methoxypiperidin-1-yl)pyrido[3,4-d]pyrimidin-2-yl)amino)tetrahydrofuran-3-yl)acrylamide ClC1=C(C(=C(C=C1OC)OC)Cl)C1=CC2=C(N=C(N=C2)N[C@H]2[C@H](COC2)NC(C=C)=O)C(=N1)N1CC(CCC1)OC